N-((3S,5S)-5-fluoropiperidin-3-yl)-5-(5-methyl-1-phenyl-1H-pyrazol-4-yl)-3-ureidothiophene-2-carboxamide F[C@H]1C[C@@H](CNC1)NC(=O)C=1SC(=CC1NC(=O)N)C=1C=NN(C1C)C1=CC=CC=C1